Cl.Cl.FC1=CC(=CC2=CN(N=C12)C)C=1C=C(C(=NC1)C=1N=NC(=CC1)N1C[C@@H](NCC1)C(C)C)O 5-(7-fluoro-2-methyl-2H-indazol-5-yl)-2-{6-[(3S)-3-(prop-2-yl)piperazin-1-yl]pyridazin-3-yl}pyridin-3-ol dihydrochloride